3-(1-methyl-1H-indol-3-yl)-4-oxo-1-(pyrimidin-5-ylmethyl)-4H-pyrido[1,2-a]pyrimidinium CN1C=C(C2=CC=CC=C12)C1=C[N+](=C2N(C1=O)C=CC=C2)CC=2C=NC=NC2